5-chloro-N-(2,4-difluoro-3-{2-[(2-hydroxyethyl)amino]quinazolin-6-yl}phenyl)-2-methoxypyridine-3-sulfonamide ClC=1C=C(C(=NC1)OC)S(=O)(=O)NC1=C(C(=C(C=C1)F)C=1C=C2C=NC(=NC2=CC1)NCCO)F